9-(4-((4-(2-aminoethyl) piperidin-1-yl) methyl) benzyl)-2-butoxy-8-oxo-8,9-dihydro-7H-purin-6-ylcarbamate NCCC1CCN(CC1)CC1=CC=C(CN2C3=NC(=NC(=C3NC2=O)NC([O-])=O)OCCCC)C=C1